tert-Butyl 3-{[(3-amino-5-methylpyridin-4-yl)amino]methyl}azetidine-1-carboxylate NC=1C=NC=C(C1NCC1CN(C1)C(=O)OC(C)(C)C)C